FC1=C(C(=O)NC23CC(C2)(C3)O)C=CC=C1 2-fluoro-N-(3-hydroxybicyclo[1.1.1]pentan-1-yl)benzamide